C1CC12OC[C@@H](C2)OC2=NN=C(S2)N (R)-5-((4-oxaspiro(2.4)heptan-6-yl)oxy)-1,3,4-thiadiazol-2-amine